NC=1SC(=C(N1)C(C)=O)C 1-(2-amino-5-methylthiazol-4-yl)ethan-1-one